C(C1=CC=CC=C1)N(S(=O)(=O)C[C@@H]1CC[C@H](CC1)NC)C N-benzyl-N-methyl-1-((trans)-4-(methylamino)cyclohexyl)methanesulfonamide